COC1=CC=C(CN2C(=NC3=C(C2=O)C(=NN3C(C)C=3C=NC(=CC3)C(F)(F)F)C#N)NC(CC)C3=NC=CC=N3)C=C1 5-(4-methoxybenzyl)-4-oxo-6-((1-(pyrimidin-2-yl)propyl)amino)-1-(1-(6-(trifluoromethyl)pyridin-3-yl)ethyl)-4,5-dihydro-1H-pyrazolo[3,4-d]pyrimidine-3-carbonitrile